N-acetylhydrazinoammonium dithioformate C(=S)[S-].C(C)(=O)NN[NH3+]